C(#N)C(C(=O)N)=C(C1=CC=CC=C1)C1=CC=CC=C1 2-cyano-3,3-diphenylacrylamide